C(C)OC(=O)[C@@H]1CN(CCC1)C(C(C)OC1=CC=C2C(=CC(OC2=C1)=O)C1=C(C=CC=C1)C)=O (3S)-1-[2-[4-(o-tolyl)-2-oxo-chromen-7-yl]oxypropionyl]piperidine-3-carboxylic acid ethyl ester